3-[2-[4-[(E)-3-(6-bromo-3-chloro-2-hydroxy-phenyl)-3-oxo-prop-1-enyl]phenoxy]ethoxy]cyclobutanecarboxylic acid BrC1=CC=C(C(=C1C(/C=C/C1=CC=C(OCCOC2CC(C2)C(=O)O)C=C1)=O)O)Cl